1-(4-fluorophenyl)-trans-1-propene FC1=CC=C(C=C1)\C=C\C